OCCNS(=O)(=O)N1C[C@@H]2[C@H](C1)CC(C2)NC2=C1C(=NC=C2C=2SC(=CN2)C(=O)C2COCCC2)NC=C1 (3aR,5s,6aS)-N-(2-hydroxyethyl)-5-((5-(5-(tetrahydro-2H-pyran-3-carbonyl)-thiazol-2-yl)-1H-pyrrolo[2,3-b]pyridin-4-yl)amino)hexahydrocyclopenta[c]pyrrole-2(1H)-sulfonamide